NC1=CC=CC(=N1)S(=O)(=O)NC(=O)C=1C(=NC(=CC1)C=1C=NC(=C(C1)C)N(C)CC(C)C)N1C(C[C@@H](C1)C)(C)C N-[(6-amino-2-pyridyl)sulfonyl]-6-[6-[isobutyl(methyl)amino]-5-methyl-3-pyridyl]-2-[(4S)-2,2,4-trimethylpyrrolidin-1-yl]pyridine-3-carboxamide